N-methyl-2-sulfanyl-acetamide CNC(CS)=O